C(C)SC1=NC2=CC(=CN=C2C(=C1C(=O)NCC1=CC(=CC=C1)F)C)C(F)(F)F Ethylsulfanyl-N-[(3-fluorophenyl)-methyl]-4-methyl-7-(trifluoromethyl)-[1,5]naphthyridine-3-carboxylic acid amide